tert-butyl (1-(3-azidopropyl)hydrazine-1-carbonyl)-L-leucinate N(=[N+]=[N-])CCCN(N)C(=O)N[C@@H](CC(C)C)C(=O)OC(C)(C)C